Cl.Cl.N(=NC(C(=N)NCCO)(C)C)C(C(=N)NCCO)(C)C azobis[N-(2-hydroxy-ethyl)2-methylpropionamidine] dihydrochloride